5-Fluoro-7-(8-methoxy-2-methylimidazo[1,2-b]pyridazin-6-yl)-3-(piperidin-4-yl)cinnoline FC1=C2C=C(N=NC2=CC(=C1)C=1C=C(C=2N(N1)C=C(N2)C)OC)C2CCNCC2